3-[6-(3-hydroxypropyl)-2-oxo-benzo[cd]indol-1-yl]piperidine-2,6-dione OCCCC=1C=2C3=C(C(N(C3=CC1)C1C(NC(CC1)=O)=O)=O)C=CC2